C(C)(C)(C)OC(=O)N1C(COCC(C1)=C)C1=C(C=CC=C1)Cl 3-(2-chlorophenyl)-6-methylene-1,4-oxazepan-4-carboxylic acid tert-butyl ester